FC=1C=C(C#N)C=C(C1)CO[C@@H](COC(C1=CC=CC=C1)(C1=CC=CC=C1)C1=CC=CC=C1)CCCCCCCCCCCCCCC (R)-3-fluoro-5-(((1-(triphenylmethoxy)heptadec-2-yl)oxy)methyl)benzonitrile